3-[1-(2,2,3,3,3-pentafluoropropyl)-1H-pyrazol-4-yl]-2-(trifluoromethyl)-4H,6H,7H,8H-pyrrolo[1,2-a]pyrimidin-4-one FC(CN1N=CC(=C1)C1=C(N=C2N(C1=O)CCC2)C(F)(F)F)(C(F)(F)F)F